OC1=CC=C(C=C1)C(C1=CC=C(C(=O)O)C=C1)C1=CC=C(C=C1)O 4-(di[4-hydroxyphenyl]methyl)benzoic acid